C12CN(CC(O1)C2)C/C(/C(=O)O)=C\C (E)-2-((6-oxa-3-azabicyclo[3.1.1]heptan-3-yl)methyl)but-2-enoic acid